(R)-N-(3-cyano-4-fluorophenyl)-1,2,4-trimethyl-5-(2-oxo-2-((1,1,1-trifluoropropan-2-yl)amino)acetyl)-1H-pyrrole-3-carboxamide C(#N)C=1C=C(C=CC1F)NC(=O)C1=C(N(C(=C1C)C(C(N[C@@H](C(F)(F)F)C)=O)=O)C)C